6-(aminomethyl)-8-(4-(trifluoromethoxy)phenyl)quinoxaline-5-ol hydrochloride Cl.NCC1=C(C=2N=CC=NC2C(=C1)C1=CC=C(C=C1)OC(F)(F)F)O